FC1CCC(CC1)SSC methyl (4-fluorocyclohexyl) disulfide